FC(OC1=CC=C(C(=N1)C)C(=O)O)F 6-(difluoromethoxy)-2-methylpyridine-3-carboxylic acid